C1(CCCCC1)[SiH2]C1CCCCC1 di-cyclohexylsilane